Aluminum iron oxide [O-2].[Fe+2].[Al+3]